3-chloro-2-(((2-toluenesulfonylhydrazino)methyl)phenyl)piperazine-1-carboxylic acid tert-butyl ester C(C)(C)(C)OC(=O)N1C(C(NCC1)Cl)C1=C(C=CC=C1)CNNS(=O)(=O)CC1=CC=CC=C1